OCC(CO)(CO)C=1C=NC=C(C1)C1=CC(=C(C=C1)OC)OCCC 2-(hydroxymethyl)-2-(5-(4-methoxy-3-propoxyphenyl)pyridin-3-yl)propane-1,3-diol